(E)-5-cyclopropyl-3-(2,6-dichlorophenyl)-4-(2-(piperidin-4-yl)prop-1-en-1-yl)isoxazole C1(CC1)C1=C(C(=NO1)C1=C(C=CC=C1Cl)Cl)\C=C(/C)\C1CCNCC1